3-(2,5-difluorophenyl)-4-(1H-1,2,4-triazol-1-yl)but-2-enenitrile FC1=C(C=C(C=C1)F)C(=CC#N)CN1N=CN=C1